BrC1=C(C=CC(=N1)C(C(=O)O)(CCCC(=O)O)F)F 2-(6-bromo-5-fluoropyridin-2-yl)-2-fluorohexanedioic acid